N1N=C(C=C1)C(CC#N)C1CCCC1 3-pyrazolyl-3-cyclopentyl-propionitrile